C1=C(C=CC2=CC=CC=C12)[C@@H](C)N R-1-(2-naphthyl)ethylamine